N5-(5-Fluoropyridin-2-yl)-2-methyl-N7-(2-(methylsulfonyl)phenyl)-3H-imidazo[4,5-b]pyridine-5,7-diamine FC=1C=CC(=NC1)NC1=CC(=C2C(=N1)NC(=N2)C)NC2=C(C=CC=C2)S(=O)(=O)C